N[C@](C(=O)[O-])(CC(C)(C)C)C1=CC(=C(C=C1)C#C)F (R)-2-amino-2-(4-ethynyl-3-fluorophenyl)-4,4-dimethylpentanoate